CC1C(C(C1)(F)F)(F)F 3-methyl-1,1,2,2-tetrafluorocyclobutane